COC(=O)C1=C(NC(=C(C1C1=C(C(=CC=C1)Cl)Cl)C(=O)OC)C)C 4-(2',3'-dichlorophenyl)-2,6-dimethyl-1,4-dihydropyridine-3,5-dicarboxylic acid dimethyl ester